8-(2-ethyl-2-adamantyloxycarbonyl-methyloxycarbonyl)-tetracyclo[4.4.0.12,5.17,10]-3-dodecene C(C)C1(C2CC3CC(CC1C3)C2)OC(=O)COC(=O)C2C3C1C4C=CC(C1C(C2)C3)C4